ClC1=NC=C(C(=N1)OC)C(=O)NC1=C(C(=CC=C1F)F)Cl 2-chloro-N-(2-chloro-3,6-difluorophenyl)-4-methoxypyrimidine-5-carboxamide